(2S)-N,N-dimethyl-1-[(9Z,12Z)-octadeca-9,12-dien-1-yloxy]-3-[(5Z)-oct-5-en-1-yloxy]propan-2-amine CN([C@@H](COCCCCCCCC\C=C/C\C=C/CCCCC)COCCCC\C=C/CC)C